CC=1SC(CN1)C 2,5-Dimethyl-2-thiazoline